1,4-dimethyl-1,4,7-triazacyclononane CN1CCN(CCNCC1)C